C(C)(C)(C)OC(=O)N1C[C@H]2CNC[C@@H]2C1.FC1=C(C=CC=C1)C(S(=O)(=O)C1=CC=C(C)C=C1)[N+]#[C-] 1-fluoro-2-(isocyano(tosyl)methyl)benzene (trans)-tert-butyl-hexahydropyrrolo[3,4-c]pyrrole-2(1H)-carboxylate